2,2'-methylenebis(4,6-di-t-butylphenoxy) phosphate P1(=O)(OOC2=C(C=C(C=C2C(C)(C)C)C(C)(C)C)CC2=C(OO1)C(=CC(=C2)C(C)(C)C)C(C)(C)C)[O-]